C(C(=O)[O-])(=O)[O-].C1(=CCC=C1)CCCC[NH3+].C1(=CCC=C1)CCCC[NH3+] 4-(cyclopenta-1,4-dien-1-yl)butan-1-aminium oxalate